N-(2-hydroxyl)propyl-methacrylamide OC(CNC(C(=C)C)=O)C